CC1C(C1)(C(=O)O)OC1OCCCC1.N[C@@H](CC(=O)O)C(=O)C(C[C@H](N)C(=O)O)C(N)=O γ-L-aspartyl-glutamine Methyl-1-(oxan-2-yloxy)cyclopropane-1-carboxylate